C(C)OC(=O)C1=CC(=NN1COCC[Si](C)(C)C)CC=1C(=NC(=CC1)N1CC2CC2C1)Cl 3-[(6-{3-azabicyclo[3.1.0]hex-3-yl}-2-chloropyridin-3-yl)methyl]-1-{[2-(trimethylsilyl)ethoxy]methyl}-1H-pyrazole-5-carboxylic acid ethyl ester